(1-(cyclopropylmethyl)-1H-pyrazol-4-yl)(1-(4-fluoro-2-iodophenyl)-3-methyl-1H-pyrazol-5-yl)methanol C1(CC1)CN1N=CC(=C1)C(O)C1=CC(=NN1C1=C(C=C(C=C1)F)I)C